N2-((E)-3-(4-hydroxy-3-methoxyphenyl)acryloyl)glycyl-L-valyl-D-glutamine ethyl ester C(C)OC([C@H](NC([C@@H](NC(CNC(\C=C\C1=CC(=C(C=C1)O)OC)=O)=O)C(C)C)=O)CCC(N)=O)=O